FC1=C(C=C(C=C1)S(=O)(=O)C)C1=NN2C(N=CC=C2)=C1C(=O)OCC Ethyl 2-(2-fluoro-5-methylsulfonyl-phenyl)pyrazolo[1,5-a]pyrimidine-3-carboxylate